diphenylbis(chloromethyl)silane C1(=CC=CC=C1)[Si](CCl)(CCl)C1=CC=CC=C1